methyl 3-chloro-5-(3-cyclopropylphenoxy)pyridazine-4-carboxylate ClC=1N=NC=C(C1C(=O)OC)OC1=CC(=CC=C1)C1CC1